(d)-2-(3-(1-benzhydrylazetidin-3-ylidene)butan-2-yl)isoindoline-1,3-dione C(C1=CC=CC=C1)(C1=CC=CC=C1)N1CC(C1)=C(C(C)N1C(C2=CC=CC=C2C1=O)=O)C